The molecule is a 2-monoglyceride obtained by formal condensation of the carboxy group of prostaglandin G2 with the 2-hydroxy group of glycerol. It has a role as a human metabolite. It is a 2-monoglyceride, a prostaglandins G, a peroxol, an olefinic compound, an organic peroxide and a bridged compound. It derives from a prostaglandin G2. CCCCC[C@@H](/C=C/[C@H]1[C@H]2C[C@@H]([C@@H]1C/C=C\\CCCC(=O)OC(CO)CO)OO2)OO